FC(C(=O)O)(F)F.C(C)ONC1CNC1 N-ethoxyazetidin-3-amine trifluoroacetate salt